2-{4-[2-(1-phenyl-1H-pyrazol-4-yl)-1,3-thiazole-4-carbonyl]piperazin-1-yl}-N-(propan-2-yl)acetamide C1(=CC=CC=C1)N1N=CC(=C1)C=1SC=C(N1)C(=O)N1CCN(CC1)CC(=O)NC(C)C